C(C)OC(=O)C=1C(N(C2=CC(=CC=C2C1O)Br)CC(C)C)=O.C(#N)C=1C=CC(=C(C1)CS(=O)(=O)N)F (5-Cyano-2-fluorophenyl)methanesulfonamide Ethyl-7-bromo-4-hydroxy-1-isobutyl-2-oxo-1,2-dihydroquinoline-3-carboxylate